(4-((2-(1H-pyrazol-4-yl)ethyl)amino)-5,6-dimethylpyrimidin-2-yl)(2-benzylpyrrolidin-1-yl)methanone N1N=CC(=C1)CCNC1=NC(=NC(=C1C)C)C(=O)N1C(CCC1)CC1=CC=CC=C1